4-(1H-1,2,3-triazol-5-yl)piperidine trifluoroacetic acid salt FC(C(=O)O)(F)F.N1N=NC=C1C1CCNCC1